C(C)OC=1C=C(C=CC1)C=1SC2=C(N1)CC[C@@]1([C@H]3CC[C@]4([C@H]([C@@H]3CC=C12)CCC4O)C)C (5aR,5bS,7aS,10aS,10bR)-2-(3-ethoxyphenyl)-5a,7a-dimethyl-5,5a,5b,6,7,7a,8,9,10,10a,10b,11-dodecahydro-4H-cyclopenta[7,8]phenanthro[2,1-d]thiazol-8-ol